2-methoxy-6-(4-methylpiperazin-1-yl)pyridin COC1=NC(=CC=C1)N1CCN(CC1)C